C(C)(C)(C)C=1C=C(C=2C=C3C(=CC(N(C3=CC2[O+]1)CC)(C)C)C)/C=C/C=C/C=C\1/N(C2=CC=C(C=C2C1(C)C)S(=O)(=O)[O-])CCCCCC(=O)O (2E)-2-[(2E,4E)-5-(2-tert-butyl-9-ethyl-6,8,8-trimethyl-pyrano[3,2-g]quinolin-1-ium-4-yl)penta-2,4-dienylidene]-1-(6-hydroxy-6-oxo-hexyl)-3,3-dimethyl-indoline-5-sulfonate